11-Benzyl-3-(4-methoxyphenyl)-11H-imidazo[1',2':1,2]pyrido[3,4-b]indole C(C1=CC=CC=C1)N1C2=C(C3=CC=CC=C13)C=CN1C2=NC=C1C1=CC=C(C=C1)OC